C1(CCCCC1)CC1=C(OC2=CC=C(C=C2C1=O)Cl)C(=O)N (cyclohexylmethyl)-6-chloro-4-oxo-chromene-2-carboxamide